C(C)(C)(C)OC(=O)N([C@@H]1C[C@H](N(C1)C(=O)OC(C)(C)C)C(=O)OCC1=CC=CC=C1)CCNC(=O)OC(C)(C)C 2-Benzyl 1-tert-butyl (2S,4R)-4-[tert-butoxycarbonyl-[2-(tert-butoxycarbonylamino)ethyl]amino]pyrrolidine-1,2-dicarboxylate